C(C)NC(=O)C1=CC=2N=C(N=C(C2O1)N1CCOCC1)N1N=C(C=C1)C=1C=C(C=CC1)C N-ethyl-4-morpholino-2-(3-(m-tolyl)-1H-pyrazol-1-yl)furo[3,2-d]pyrimidine-6-carboxamide